2-(5-fluoro-1H-pyrazol-4-yl)oxazole-4-carboxamide FC1=C(C=NN1)C=1OC=C(N1)C(=O)N